OC1C(COC1)C1=C(C(N(N=C1C1=CC=C(C=C1)C(F)(F)F)C=1C=NN(C1)C)=O)C(=O)N (-)-N-cis-4-Hydroxytetra-hydrofuran-3-yl-2-(1-methyl-1H-pyrazol-4-yl)-3-oxo-6-[4-(trifluoromethyl)phenyl]-2,3-dihydropyridazine-4-carboxamide